C(C=C)N1C(=NC(=C1)C(F)(F)F)C1=C(C=C(C(=O)OC)C=C1)Br methyl 4-(1-allyl-4-(trifluoromethyl)-1H-imidazol-2-yl)-3-bromobenzoate